N-(5-(7'-Fluoro-3-(methoxymethyl)-3'-methyl-2'-oxo-2',3'-dihydrospiro[cyclobutane-1,1'-pyrrolo[2,3-c]quinolin]-8'-yl)-2-(2-(isopropylamino)ethoxy)pyridin-3-yl)methanesulfonamide FC=1C(=CC=2C3=C(C=NC2C1)N(C(C31CC(C1)COC)=O)C)C=1C=C(C(=NC1)OCCNC(C)C)NS(=O)(=O)C